[(3R)-1-pyridazin-4-ylpyrrolidin-3-yl]methanone N1=NC=C(C=C1)N1C[C@@H](CC1)C=O